2-(2-(3-isopropylcyclohex-1-en-1-yl)vinyl)-1,3-dioxolane C(C)(C)C1C=C(CCC1)C=CC1OCCO1